C(C)(C)(C)OC(=O)N1[C@@H](C2(CC2)CC1)[C@@H](C(=O)O)C1=CC=C(C=C1)Cl (S)-2-((R)-5-(tert-butoxycarbonyl)-5-azaspiro[2.4]heptane-4-yl)-2-(4-chlorophenyl)acetic acid